(S)-1-(4-((4-((S)-2-acetoxy-3-(N-(methylsulfonyl) acetamido)propoxy) phenyl)sulfonyl)-2,6-dichlorophenoxy)-3-chloropropan-2-yl acetate C(C)(=O)O[C@@H](COC1=C(C=C(C=C1Cl)S(=O)(=O)C1=CC=C(C=C1)OC[C@H](CN(C(C)=O)S(=O)(=O)C)OC(C)=O)Cl)CCl